C(CC#C)N1CCN(CC1)C(=O)N1CCN(CC1)C(=O)OC(C)(C)C tert-Butyl 4-(4-(but-3-yn-1-yl)piperazine-1-carbonyl)piperazine-1-carboxylate